[18F]C(CSCCC(=O)O)CC\C=C/CCCCCCCC 3-{[(5Z)-2-[18F]Fluorotetradec-5-en-1-yl]Sulfanyl}propionic acid